CC1=CC=C(C=C1)S(=O)(=O)N2CCC[C@H]2C(=O)O N-tosyl-L-proline